CC1=C(NC(C(=O)O)=O)C=CC=C1 2-(2-methylanilino)-2-oxo-acetic acid